CC1=C(C(CCC1)(C)C)/C=C/C(=C\\C=C\\C(=C\\C(=O)[O-])\\C)/C The molecule is a retinoate that is the conjugate base of 9-cis-retinoic acid, obtained by deprotonation of the carboxy group; major species at pH 7.3. It has a role as an antineoplastic agent, a keratolytic drug, a retinoid X receptor agonist and a metabolite. It is a conjugate base of a 9-cis-retinoic acid.